C(=O)[C@@H](CC(C)C)N(C(OC(C)(C)C)=O)S(=O)(=O)C1=CC=C(C=C1)C tert-butyl N-[(1R)-1-formyl-3-methyl-butyl]-N-(p-tolylsulfonyl)carbamate